4-(2-(aminomethyl)-6-cyclopropylimidazo[1,2-a]pyridin-8-yl)thiomorpholine 1,1-dioxide NCC=1N=C2N(C=C(C=C2N2CCS(CC2)(=O)=O)C2CC2)C1